S(=O)(=O)(O)O.NO hydroxylamine sulfate